CC1(OB(OC1(C)C)C1=CC=C(C=C1)C(C)N1C=CC=C1)C 1-(1-(4-(4,4,5,5-tetramethyl-1,3,2-dioxaborolan-2-yl)phenyl)ethyl)pyrrole